methyl 3-(((7-(5-(difluoromethyl)-1,3,4-oxadiazol-2-yl)imidazo[1,2-a]pyridin-2-yl)methyl)(3-fluorophenyl)carbamoyl)azetidine-1-carboxylate FC(C1=NN=C(O1)C1=CC=2N(C=C1)C=C(N2)CN(C(=O)C2CN(C2)C(=O)OC)C2=CC(=CC=C2)F)F